ClC1=C2C=C(N(C2=CC=C1C1CC1)C)C(=O)N[C@@]1(COCC1)C1=CC=C(C(=O)O)C=C1 |r| (±)-4-[3-(4-chloro-5-cyclopropyl-1-methyl-1H-indole-2-amido)oxolan-3-yl]benzoic acid